O=C1NC(CCC1N1C(C2=CC=C(C=C2C1=O)CCCCN1CCC(CC1)N1N=CC(=C1)C1=NC2=CC=CC=C2N=C1)=O)=O (2,6-Dioxopiperidin-3-yl)-5-(4-(4-(4-(quinoxalin-2-yl)-1H-pyrazol-1-yl)piperidin-1-yl)butyl)isoindoline-1,3-dione